(1R,8S)-N-(2-fluoro-4-methyl-5-pyridazin-3-ylphenyl)-9-azatricyclo[6.2.1.02,7]undeca-2(7),3,5-triene-9-carboxamide FC1=C(C=C(C(=C1)C)C=1N=NC=CC1)NC(=O)N1[C@@H]2C=3C=CC=CC3[C@H](C1)C2